propanen C=CC